[Gd].OCCCC(=O)O.OCCCC(=O)O bis(4-hydroxybutyric acid) gadolinium